6-[(E)-2-Ethoxyethenyl]-5-fluoro-N-{[4-(1-methyl-1H-pyrazol-4-yl)phenyl]methyl}pyrimidin-4-amine C(C)O/C=C/C1=C(C(=NC=N1)NCC1=CC=C(C=C1)C=1C=NN(C1)C)F